1-tert-butyl 2-methyl (CIS)-3-[(dimethylsulfamoyl)[(4-methoxyphenyl)methyl]-amino]pyrrolidine-1,2-dicarboxylate CN(S(=O)(=O)N([C@@H]1[C@@H](N(CC1)C(=O)OC(C)(C)C)C(=O)OC)CC1=CC=C(C=C1)OC)C